BrC1=C(C=C2C(=NC(=NC2=C1F)N1CC(C1)N(C)C)N1CC=2N(CC1)C(=NC2)C=C)Cl 1-(7-bromo-6-chloro-8-fluoro-4-(3-vinyl-5,6-dihydroimidazo[1,5-a]pyrazin-7(8H)-yl)quinazolin-2-yl)-N,N-dimethylazetidin-3-amine